CC1=C[C@@H](OCC1)C1=CC=CC=C1 |r| (+-)-5,6-DIHYDRO-4-METHYL-2-PHENYL-2H-PYRAN